tert-butyl 3-[(1r,4r)-4-(3-chloroanilino)-4-(methoxycarbonyl)spiro[cyclohexane-1,1'-inden]-2'-yl]azetidine-1-carboxylate ClC=1C=C(NC2(CCC3(C(=CC4=CC=CC=C34)C3CN(C3)C(=O)OC(C)(C)C)CC2)C(=O)OC)C=CC1